tert-butyl N-[6-[3-(hydroxymethyl)cyclobutyl]-1-(2,2,2-trifluoroethyl)indol-4-yl]carbamate OCC1CC(C1)C1=CC(=C2C=CN(C2=C1)CC(F)(F)F)NC(OC(C)(C)C)=O